(5-{3-[(2-fluorobenzyl)oxy]benzylidene}-4-oxo-2-thioxo-1,3-thiazolidin-3-yl)acetic acid FC1=C(COC=2C=C(C=C3C(N(C(S3)=S)CC(=O)O)=O)C=CC2)C=CC=C1